C1(CCCC1)N1CCC2=C(CC1)C(C1=CC=CC=C1C2=O)=O 3-cyclopentyl-2,3,4,5-tetrahydro-1H-naphtho[2,3-d]azepine-6,11-dione